FC1=CC=C(C=C1)C=1C=C2C(=NC1)C=NN2CCCC 1-[6-(4-Fluorophenyl)pyrazolo[4,3-b]pyridin-1-yl]butan